CC(CCC(C(=O)O)CC)C.C(CCC)(=O)OCCC(C)C isoamyl butyrate (3-methylbutyl butyrate)